C1(CCCC2=CC=CC=C12)OC1=C2CCC(C2=C(C=C1)SC(F)(F)F)=O 4-(1,2,3,4-tetrahydronaphthalen-1-oxy)-7-(trifluoromethylthio)-2,3-dihydro-1H-inden-1-one